1-(4-(8-chloro-6-fluoro-7-(3-hydroxynaphthalen-1-yl)-4-((1-methylpyrrolidin-2-yl)methoxy)-1H-[1,2,3]triazolo[4,5-c]quinolin-1-yl)piperidin-1-yl)prop-2-en-1-one ClC1=CC=2C3=C(C(=NC2C(=C1C1=CC(=CC2=CC=CC=C12)O)F)OCC1N(CCC1)C)N=NN3C3CCN(CC3)C(C=C)=O